N-phenylglycinic acid C1(=CC=CC=C1)NCC(=O)O